FC(F)(F)OC(OC(F)(F)F)=O bistrifluoromethylcarbonate